6-((1S,4S)-2,5-Diazabicyclo[2.2.1]heptan-2-yl)-N-(5-chloro-4-(2,2-difluoroethoxy)-2-fluorophenyl)pyrido[3,2-d]pyrimidin-4-amine [C@@H]12N(C[C@@H](NC1)C2)C=2C=CC=1N=CN=C(C1N2)NC2=C(C=C(C(=C2)Cl)OCC(F)F)F